tert-Butyl (S)-(4-amino-4-(3-(bicyclo[2.2.2]octan-1-ylmethyl)-1,2,4-oxadiazol-5-yl)butyl)carbamate N[C@@H](CCCNC(OC(C)(C)C)=O)C1=NC(=NO1)CC12CCC(CC1)CC2